4-(1-(4-bromobenzyl)-1H-1,2,3-triazol-4-yl)-6-methoxy-1H-indazole BrC1=CC=C(CN2N=NC(=C2)C2=C3C=NNC3=CC(=C2)OC)C=C1